6-chloro-N-(5-fluoro-2-(methoxy-d3)-6-(trifluoromethyl)pyridin-3-yl)pyrazolo[1,5-a]pyridine-3-sulfonamide ClC=1C=CC=2N(C1)N=CC2S(=O)(=O)NC=2C(=NC(=C(C2)F)C(F)(F)F)OC([2H])([2H])[2H]